[Na+].[Na+].S([O-])(O)=O.[Na+].S([O-])(O)=O.S([O-])(O)=O sodium bisulfite, disodium salt